(S)-1,5-dimethyl-N-(6-(3-methyl-1,2,4-oxadiazol-5-yl)-2,3-dihydrobenzofuran-3-yl)-1H-pyrazole-4-carboxamide CN1N=CC(=C1C)C(=O)N[C@@H]1COC2=C1C=CC(=C2)C2=NC(=NO2)C